NC1=CC(=C(C=N1)C1=C(C=CC=C1)C#CC1=NNC2=CC=C(C=C12)C(=O)N1CC2(C1)CNCCC2)C (3-((2-(6-amino-4-methylpyridin-3-yl)phenyl)ethynyl)-1H-indazol-5-yl)(2,6-diazaspiro[3.5]nonan-2-yl)methanone